3-chloroacrylic acid ethyl ester C(C)OC(C=CCl)=O